C(OC1CC(C1)C1=NNC(=C1)NC1=CC2=C(CS(C2)(=O)=O)C=C1)(OC1=CC=C(C=C1)[N+](=O)[O-])=O (1s,3s)-3-(5-((2,2-dioxido-1,3-dihydrobenzo[c]thiophen-5-yl)amino)-1H-pyrazol-3-yl)cyclobutyl (4-nitrophenyl) carbonate